C=CC (2R,3R)-1-propen